CC(C[Mg]I)=C 2-methyl-allyl-magnesium iodide